4-Bromo-6-(2-cyano-2-methylpropyloxy)pyrazolo[1,5-a]pyridine-3-carbonitrile BrC=1C=2N(C=C(C1)OCC(C)(C)C#N)N=CC2C#N